C(C1=CC=CC=C1)(C1=CC=CC=C1)N1CC(C1)N1CC2=CC=C(C=C2CC1)N(C(C)C)C(C)C 2-(1-benzhydryl-azetidin-3-yl)-N,N-diisopropyl-1,2,3,4-tetrahydroisoquinolin-6-amine